tert-butyl (R)-3-(7-((1-((benzyloxy)carbonyl)piperidin-4-yl)oxy)-2-(2-methylisonicotinamido)-1H-benzo[d]imidazol-1-yl)azepane-1-carboxylate C(C1=CC=CC=C1)OC(=O)N1CCC(CC1)OC1=CC=CC2=C1N(C(=N2)NC(C2=CC(=NC=C2)C)=O)[C@H]2CN(CCCC2)C(=O)OC(C)(C)C